1-(4-(2-(dimethylamino)ethoxy)phenyl)-2-phenyl-1-butanone CN(CCOC1=CC=C(C=C1)C(C(CC)C1=CC=CC=C1)=O)C